The molecule is a heterodetic cyclic peptide consisting of N-acylated trytophan, 3,5-dichloro-4-hydroxyphenylglycine, 4-hydroxyphenylglycine, 3,5-dichloro-4-hydroxyphenylglycyl, tyrosine and 4-hydroxyphenylglycine residues joined in sequence and in which the side-chain of the central 4-hydroxyphenylglycine residue is attached to the side-chain of the tryptophan via a C3-C7 bond and to the side-chain of the tyrosine via an ether bond from C5. It is isolated from the culture broth of Streptomyces and has anti-HIV-1 activity. It has a role as a metabolite, an antimicrobial agent and an anti-HIV-1 agent. It is a peptide antibiotic, an organochlorine compound, a member of phenols, a heterodetic cyclic peptide, a cyclic ether and a member of indoles. CN1[C@@H](CC2=CC=C(C=C2)OC3=CC4=CC(=C3O)C5=CC=CC6=C5NC=C6C[C@H](C(=O)N[C@@H](C(=O)N[C@H]4C(=O)N[C@@H](C1=O)C7=CC(=C(C(=C7)Cl)O)Cl)C8=CC(=C(C(=C8)Cl)O)Cl)NC(=O)C(=O)C9=CC(=C(C(=C9)Cl)O)Cl)C(=O)N[C@H](C1=CC=C(C=C1)O)C(=O)O